FC1=C(C(=O)O)C(=C(C(=C1F)C(F)F)F)F 2,3,5,6-tetrafluoro-4-difluoromethylbenzoic acid